2-methacrylamido-2-methyl-1-propanesulfonic acid sodium salt [Na+].C(C(=C)C)(=O)NC(CS(=O)(=O)[O-])(C)C